CC(CC(C)O)(CC)C 4,4-dimethyl-2-hexanol